OC[C@H]1OC[C@H]([C@H]([C@H]1O)O)C(F)(F)F (2R,3R,4R,5R)-2-(hydroxymethyl)-5-(trifluoromethyl)tetrahydro-2H-pyran-3,4-diol